[Al].CC(C)(C)[S@@](=O)N[C@@H]1C(CCC12CCNCC2)C (R)-2-methyl-N-((1R)-2-methyl-8-azaspiro[4.5]decan-1-yl)propane-2-sulfinamide aluminum